(R)-isobutyl 2-amino-3-(3-(4-chloro-1-ethyl-1H-pyrazol-5-yl)-5-fluorobenzamido)propanoate N[C@@H](C(=O)OCC(C)C)CNC(C1=CC(=CC(=C1)F)C1=C(C=NN1CC)Cl)=O